C(C)(C)(C)OC(=O)NCCCOC=1C=NC=CC1B(O)O (3-{3-[(tert-butoxycarbonyl)amino]propoxy}pyridin-4-yl)boronic acid